C(C=C)N(NC1=CC=CC(=C1)N)CC=C N-diallylamino-2,4-diaminobenzene